C1CCC2=C(C=CC=C12)CN1CCC2(CC1)COC1=C3CN(C(C3=CC=C12)=O)C1C(NC(CC1)=O)=O 3-(1'-((2,3-dihydro-1H-inden-4-yl)methyl)-6-oxo-6,8-dihydro-2H,7H-spiro[furo[2,3-e]isoindole-3,4'-piperidin]-7-yl)piperidine-2,6-dione